OC(CN(CC(C)O)CN1N=NC2=C1C=CC(=C2)C(=O)O)C 1-[N,N-bis(2-hydroxypropyl)aminomethyl]-5-carboxybenzotriazole